C(C1=CC=CC=C1)OC(=O)NC1(COC1)C1=CC(=C(CN2N=C(C=3N=C(N=C(C32)NCCCC)NC(OC)=O)Br)C=C1)OC methyl (1-(4-(3-(((benzyloxy)carbonyl)amino)oxetan-3-yl)-2-methoxybenzyl)-3-bromo-7-(butylamino)-1H-pyrazolo[4,3-d]pyrimidin-5-yl)carbamate